(3,5-diphenyl)phenylboronic acid C1(=CC=CC=C1)C=1C=C(C=C(C1)C1=CC=CC=C1)B(O)O